BrC=1C=C2C(=NC1)CN(C2)C(=O)OCC2=CC=CC=C2 benzyl 3-bromo-5,7-dihydropyrrolo[3,4-b]pyridine-6-carboxylate